NCCNC(=O)C1=C(O[C@H]2[C@@H]([C@H]([C@@H]([C@H](O2)C(=O)O)O)O)O)C=CC(=C1)COC(=O)OC1=CC=C(C=C1)[N+](=O)[O-] (2S,3S,4S,5R,6S)-6-(2-((2-aminoethyl)carbamoyl)-4-((((4-nitrophenoxy)carbonyl)oxy)methyl)phenoxy)-3,4,5-trihydroxytetrahydro-2H-pyran-2-carboxylic acid